tert-butyl (S)-2-(6-(3-(5-(dimethylcarbamoyl)pyridin-2-yl)-1-tosyl-1H-pyrrolo[2,3-b]pyridin-5-yl)isochroman-8-yl)pyrrolidine-1-carboxylate CN(C(=O)C=1C=CC(=NC1)C1=CN(C2=NC=C(C=C21)C=2C=C1CCOCC1=C(C2)[C@H]2N(CCC2)C(=O)OC(C)(C)C)S(=O)(=O)C2=CC=C(C)C=C2)C